FC(C1=NN=C(O1)C=1C=CC(=NC1)CN1N=NC(=C1)C1(COC1)O)F 3-(1-((5-(5-(difluoromethyl)-1,3,4-oxadiazol-2-yl)pyridin-2-yl)methyl)-1H-1,2,3-triazol-4-yl)oxetan-3-ol